(2,4-difluoro-5-hydroxyphenyl)(6-(3-methyl-(o-tolyl)-1H-pyrazol-5-yl)-2-azaspiro[3.3]heptan-2-yl)methanone FC1=C(C=C(C(=C1)F)O)C(=O)N1CC2(C1)CC(C2)C2=CC(=NN2C2=C(C=CC=C2)C)C